6-[5-[2-[(6-Benzyloxy-4-fluoro-indan-2-yl)methylamino]ethyl]-2-oxo-oxazolidin-3-yl]-4H-pyrazino[2,3-b][1,4]oxazin-3-one C(C1=CC=CC=C1)OC1=CC(=C2CC(CC2=C1)CNCCC1CN(C(O1)=O)C1=NC2=C(OCC(N2)=O)N=C1)F